(2-chloro-4-((3-(3-fluoro-4-methoxy-phenyl)imidazo[1,2-a]pyrazin-8-yl)amino)phenyl)(4-(2-(dimethyl-amino)ethyl)-4-hydroxypiperidin-1-yl)methanone ClC1=C(C=CC(=C1)NC=1C=2N(C=CN1)C(=CN2)C2=CC(=C(C=C2)OC)F)C(=O)N2CCC(CC2)(O)CCN(C)C